Cyanopropyl-Hydrazine C(#N)CCCNN